BrC1=CC=C(C(=N1)C=O)N1C[C@H](CC1)OC1=NC=C(C=C1)C(F)(F)F (S)-6-bromo-3-(3-(5-(trifluoromethyl)pyridin-2-yloxy)pyrrolidin-1-yl)pyridinecarbaldehyde